C(C)O[Si](CC)(CC)OCC diethoxydiethyl-silane